4-(1-(4-(thien-3-yl)-1-(4-(trifluoromethyl)benzyl)-1H-1,2,3-triazole-5-carboxamido)ethyl)benzoic acid S1C=C(C=C1)C=1N=NN(C1C(=O)NC(C)C1=CC=C(C(=O)O)C=C1)CC1=CC=C(C=C1)C(F)(F)F